NC1=CC(=NC=C1N)C(=O)[O-].[Zr+4].NC1=CC(=NC=C1N)C(=O)[O-].NC1=CC(=NC=C1N)C(=O)[O-].NC1=CC(=NC=C1N)C(=O)[O-] zirconium 4,5-diaminopyridine-2-carboxylate